CN1C(C2=C(C(=C1)C=1C=C(C=CC1OC1=C(C=C(C=C1F)F)F)NS(=O)(=O)C)C=CN2)=O N-[3-(6-methyl-7-oxo-6,7-dihydro-1H-pyrrolo[2,3-c]pyridin-4-yl)-4-(2,4,6-trifluorophenoxy)phenyl]methanesulfonamide